C(C(=C)C)(=O)OCCOCCOCC1=CC=CC=C1 2-[2-(Benzyloxy)ethoxy]ethyl methacrylate